(4-chloro-5-formyl-1,3-thiazol-2-yl)carbamate ClC=1N=C(SC1C=O)NC([O-])=O